BrC1=C(C=CC=C1)NCC[C@@]12CC(C[C@H]1[C@@H]1CC=C3C[C@H](CC[C@]3(C)[C@H]1CC2)O)=O (2-bromophenylaminomethyl)-16-oxo-androst-5-en-3beta-ol